FC(OC1=NC(=NN2C1=C(C=C2)C2=CC=1N(C=C2)N=CC1)NC1CCC(CC1)(O)C)F (1s,4s)-4-((4-(difluoromethoxy)-5-(pyrazolo[1,5-a]pyridin-5-yl)pyrrolo[2,1-f][1,2,4]triazin-2-yl)amino)-1-methylcyclohexan-1-ol